CC1=C(C=CC(=C1)N(C)C)C(C1=CC=CC=C1)C1=C(C=CC=C1)O (2-methyl-4-dimethylaminophenyl)(2-hydroxyphenyl)(phenyl)methane